2-((2,4-dimethoxybenzyl)amino)-5-(8-(4,4,5,5-tetramethyl-1,3,2-dioxaborolan-2-yl)indolizine-3-carbonyl)benzonitrile COC1=C(CNC2=C(C#N)C=C(C=C2)C(=O)C2=CC=C3C(=CC=CN23)B2OC(C(O2)(C)C)(C)C)C=CC(=C1)OC